C1([C@@H](O)[C@@H](O)[C@H](O)[C@H](O1)CO)OC[C@H](N)C(=O)O O-mannopyranosyl-L-serine